ClC=1C=CC(=C(C1)C1=CC=C2C(=CN=NC2=C1)NCC1=C(C=C(C=C1)OC)OC)N1N=C(C=C1)C(F)F 7-[5-chloro-2-[3-(difluoromethyl)pyrazol-1-yl]phenyl]-N-[(2,4-dimethoxyphenyl)methyl]cinnolin-4-amine